Cl.Cl.CC=1C=2N(C=C(N1)C)N=C(C2)C2=NC1=CC=C(C=C1C(N2)=O)N2CCN(CC2)C 2-(4,6-Dimethylpyrazolo[1,5-a]pyrazin-2-yl)-6-(4-methylpiperazin-1-yl)quinazolin-4(3H)-one dihydrochloride